ClC1=CC=C(C=C1)NC1CCNCC1 N-(4-chlorophenyl)-4-piperidinamine